NCCOCCOCCOCCOCCNC=1C(=C(C(=O)NC=2SC(=C(N2)C)C)C=CC1)C ((14-amino-3,6,9,12-tetraoxatetradecyl)amino)-N-(4,5-dimethylthiazol-2-yl)-2-methylbenzamide